NCC=1C=C(C=CC1)C=1C=C2C(=NNC2=CC1)C(=O)NC1=C(C=CC=C1)CC(=O)O 2-(2-(5-(3-(aminomethyl)phenyl)-1H-indazole-3-carboxamido)phenyl)acetic acid